C1(CC1)C=1N=C(C2=C(N1)N=C(C(=C2)C(=O)N(C)C)N2CCCC2)N[C@H](C)C2=C(C(=CC=C2)C(F)F)F (R)-2-cyclopropyl-4-((1-(3-(difluoromethyl)-2-fluorophenyl)ethyl)amino)-N,N-dimethyl-7-(pyrrolidin-1-yl)pyrido[2,3-d]pyrimidine-6-carboxamide